C(OCCC\C=C/CC)([O-])=O (3Z)-3-hexen-1-ylmethyl carbonate